S1C(=NC2=C1C=CC=C2)NC2=C(C(=C(N=N2)NC=2SC(=C(N2)C(=O)OCC)CCCOC2=C(C=CC=C2)F)C)C ethyl 2-({6-[(1,3-benzothiazol-2-yl) amino]-4,5-dimethylpyridazin-3-yl} amino)-5-[3-(2-fluorophenoxy) propyl]-1,3-thiazole-4-carboxylate